(3S)-3-(tert-butoxycarbonylamino)-5,5,7-trifluoro-2-oxo-1-[[4-(trifluoromethoxy)phenyl]methyl]-3,4-dihydro-1-benzazepine-8-carboxylic acid C(C)(C)(C)OC(=O)N[C@@H]1C(N(C2=C(C(C1)(F)F)C=C(C(=C2)C(=O)O)F)CC2=CC=C(C=C2)OC(F)(F)F)=O